[Co](C#N)C#N.[Ni] nickel-cobalt cyanide